FC(C(F)(F)F)([S])F perfluoroethylsulfur